C12C(CC(C=C1)C2)C(=O)OCC (+/-)-Bicyclo[2.2.1]Hept-5-Ene-2-Carboxylic Acid, Ethyl Ester